2-((2',3'-Dichloro-4-fluoro-6-methoxy-[2,4'-bipyridin]-5-yl)methyl)-2,6-diazaspiro[3.4]octan-7-one ClC1=NC=CC(=C1Cl)C1=NC(=C(C(=C1)F)CN1CC2(C1)CNC(C2)=O)OC